ClC=1C(=CC2=C(C=3N([C@@H](CO2)C(C)C)C=C(C(C3)=O)C(=O)O)C1)OCCCCOC (R)-2-chloro-7-isopropyl-3-(4-methoxybutoxy)-11-oxo-6,7-dihydro-11H-benzo[f]pyrido[1,2-d][1,4]oxazepine-10-carboxylic acid